BrC1=CC=C(C=C1)N1N=C(C(=C1)C1=CC=C(C=C1)F)[C@H]1O[C@@H](C(N1CCC1=CC2=C(NC(N2)=O)C=C1)=O)C (2r,5r)-2-(1-(4-bromophenyl)-4-(4-fluorophenyl)-1H-pyrazol-3-yl)-5-methyl-3-(2-(2-oxo-2,3-dihydro-1H-benzo[d]imidazol-5-yl)ethyl)oxazolidin-4-one